Tert-butyl (4S)-5-amino-4-(4-((6-((1-(4-cyano-2-fluorophenyl)pyrrolidin-3-yl)thio)pyridin-3-yl)methoxy)-1-oxoisoindolin-2-yl)-5-oxopentanoate NC([C@H](CCC(=O)OC(C)(C)C)N1C(C2=CC=CC(=C2C1)OCC=1C=NC(=CC1)SC1CN(CC1)C1=C(C=C(C=C1)C#N)F)=O)=O